C(N)(=O)C=1C=C(C(=C(OCCCC(=O)OC(C)(C)C)C1)NC\C=C\CN1/C(/SC=2C1=NC=C(C2)C(N)=O)=N/C(=O)C2=C(N=C(O2)C)CC)[N+](=O)[O-] tert-Butyl 4-(5-carbamoyl-2-(((E)-4-((Z)-6-carbamoyl-2-((4-ethyl-2-methyloxazole-5-carbonyl)imino)thiazolo[4,5-b]pyridin-3(2H)-yl)but-2-en-1-yl)amino)-3-nitrophenoxy)butanoate